C(C)(C)(C)OC(C1=C(C=CC=C1)NC(C)C=1C=C(C=C2C(C=C(OC12)S(=O)CC)=O)C)=O 2-[1-(2-ethylsulfinyl-6-methyl-4-oxo-chromen-8-yl)ethylamino]benzoic acid tert-butyl ester